2,2'-[naphthalene-2,3-diylbis(oxyethane-2,1-diyloxy[1,1'-binaphthalene]-2',2-diyloxy)]di(ethan-1-ol) C1=C(C(=CC2=CC=CC=C12)OCCOC1=C(C2=CC=CC=C2C=C1)C1=C(C=CC2=CC=CC=C12)OCCO)OCCOC1=C(C2=CC=CC=C2C=C1)C1=C(C=CC2=CC=CC=C12)OCCO